1-[6-[8-fluoro-1-oxo-2-[(4S)-4-[[6-oxo-5-(trifluoromethyl)-1-(2-trimethylsilylethoxymethyl)pyridazin-4-yl]amino]pentyl]-6-isoquinolyl]-3-pyridyl]cyclopropanecarbonitrile FC=1C=C(C=C2C=CN(C(C12)=O)CCC[C@H](C)NC=1C=NN(C(C1C(F)(F)F)=O)COCC[Si](C)(C)C)C1=CC=C(C=N1)C1(CC1)C#N